2-(3-acetoxypropyl)cyclododecanone tert-butyl-(2-(2-(2,6-dioxopiperidin-3-yl)-3-oxoisoindolin-5-yl)ethyl)carbamate C(C)(C)(C)N(C(O)=O)CCC=1C=C2C(N(CC2=CC1)C1C(NC(CC1)=O)=O)=O.C(C)(=O)OCCCC1C(CCCCCCCCCC1)=O